FC1=NC(=C(C=C1S(=O)(=O)N)C)C 2-fluoro-5,6-dimethylpyridine-3-sulfonamide